3-m-nitrophenyl-1H-pyrazole-5-carboxamide [N+](=O)([O-])C=1C=C(C=CC1)C1=NNC(=C1)C(=O)N